1-(phenyl-4-methylphenyl) acrylate C(C=C)(=O)OC1=C(C=C(C=C1)C)C1=CC=CC=C1